6-(2-ethoxy-3-pyridinyl)-3-isopropyl-1-methyl-N-[(1-methylpyrazol-4-yl)methyl]pyrazolo[3,4-b]pyridin-4-amine C(C)OC1=NC=CC=C1C=1C=C(C2=C(N1)N(N=C2C(C)C)C)NCC=2C=NN(C2)C